5-(1-(Difluoromethyl)cyclobutoxy)-N-((3S,4S)-3-fluorotetrahydro-2H-pyran-4-yl)-6-(1H-pyrazol-4-yl)-[1,2,4]triazolo[1,5-a]pyrazin-2-amine FC(C1(CCC1)OC1=C(N=CC=2N1N=C(N2)N[C@@H]2[C@@H](COCC2)F)C=2C=NNC2)F